COC=1C(=CC(=C2C(=CC=NC12)C(F)(F)F)C)[N+](=O)[O-] 8-methoxy-5-methyl-7-nitro-4-(trifluoromethyl)quinoline